Methyl (R)-6-(7-chloro-10-(3-(4-chloro-3,5-dimethylphenoxy)propyl)-4-methyl-1-oxo-6-(1,3,5-trimethyl-1H-pyrazol-4-yl)-3,4-dihydropyrazino[1,2-a]indol-2(1H)-yl)-1H-indole-4-carboxylate ClC=1C=CC=2C(=C3N(C2C1C=1C(=NN(C1C)C)C)[C@@H](CN(C3=O)C=3C=C(C=1C=CNC1C3)C(=O)OC)C)CCCOC3=CC(=C(C(=C3)C)Cl)C